4-(3-chloro-6-(difluoromethyl)-2-fluorophenyl)-6-oxo-1,6-dihydropyrimidine-2-carboxylic acid methyl ester COC(=O)C=1NC(C=C(N1)C1=C(C(=CC=C1C(F)F)Cl)F)=O